NC1=C2C(=NC=N1)N(N=C2C2=CC=C(C=C2)OC2=CC=CC=C2)C2CCN(CC2)CC2=CC(=C(N=N2)N2C(NC(CC2)=O)=O)F 1-(6-((4-(4-amino-3-(4-phenoxyphenyl)-1H-pyrazolo[3,4-d]pyrimidin-1-yl)piperidin-1-yl)methyl)-4-fluoropyridazin-3-yl)dihydropyrimidine-2,4(1H,3H)-dione